COC1=CC=2C3=CC=CC(=C3C(NC2C(=C1)C)=O)OC 2,7-dimethoxy-4-methyl-6(5H)-phenanthridinone